OC12CCC(CC1)(C2)NC2=NC=C(C(=N2)NC(C)(C)CC)C(=O)N 2-(4-hydroxybicyclo[2.2.1]heptan-1-ylamino)-4-(tert-pentylamino)pyrimidine-5-carboxamide